ClC1=C2OC=3C=C(C=CC3C(C2=CC=C1)=C)N1CCCC1 1-(5-chloro-9-methylene-xanthen-3-yl)pyrrolidine